5-(imidazo[1,2-b]pyridazin-6-yl)-N-((1-methylpiperidin-4-yl)methyl)-7H-pyrrolo[2,3-d]pyrimidin-2-amine N=1C=CN2N=C(C=CC21)C2=CNC=1N=C(N=CC12)NCC1CCN(CC1)C